(±)-rel-(3S,4S)-5-(difluoromethoxy)-4-((3-(4-(methoxycarbonyl)phenyl)-1-(3,3,3-trifluoropropyl)piperidin-4-yl)oxy)-7-methyl-1H-indole-1-carboxylic acid tert-butyl ester C(C)(C)(C)OC(=O)N1C=CC2=C(C(=CC(=C12)C)OC(F)F)O[C@@H]1[C@H](CN(CC1)CCC(F)(F)F)C1=CC=C(C=C1)C(=O)OC |r|